NC=1N=CC(=NC1C#CC=1C=NN(C1)C)C=1C=C(C=CC1C)C(C(=O)N)(C(F)(F)F)O 2-(3-(5-amino-6-((1-methyl-1H-pyrazol-4-yl)ethynyl)pyrazin-2-yl)-4-methylphenyl)-3,3,3-trifluoro-2-hydroxypropanamide